FC(C=1C(=C(C=CC1)[C@@H](C)NC(=O)C1=CN(C(C=C1NC1[C@@H]2CN(C[C@H]1C2)C)=O)C2(CC2)C(F)F)F)F N-((R)-1-(3-(difluoromethyl)-2-fluorophenyl)ethyl)-1-(1-(difluoromethyl)cyclopropyl)-4-(((1R,5s,6R)-3-methyl-3-azabicyclo[3.1.1]hept-6-yl)amino)-6-oxo-1,6-dihydropyridine-3-carboxamide